ClC=1C=C(C=CC1)C1(NC2=CC=C(C=C2N=C1NC1=CC(=CC=C1)Cl)[N+](=O)[O-])N 2,N3-bis(3-chlorophenyl)-6-nitroquinoxaline-2,3-diamine